C[C@H]1N(CCOC1)C1=CC(=C2C(=N1)N(N=C2)C2=NN(C=C2)COCC[Si](C)(C)C)C=2C(=NNC2C)C(F)(F)F (3R)-3-methyl-4-(4-(5-Methyl-3-(trifluoromethyl)-1H-pyrazol-4-yl)-1-(1-((2-(trimethylsilyl)ethoxy)methyl)-1H-pyrazol-3-yl)-1H-pyrazolo[3,4-b]pyridin-6-yl)morpholine